C(C)C(C(=O)NC(C(=O)O)CCCCOCCC1=NC=2NCCCC2C=C1)CC 2-(2-ethylbutyrylamino)-6-(2-(5,6,7,8-tetrahydro-1,8-naphthyridin-2-yl)ethoxy)hexanoic acid